diazabicyclo[3.3.1]nonan N12NCCC(CCC1)C2